5-hydroxy-1-(4-methoxybenzyl)-1,5-dihydro-2H-pyrrol-2-one OC1C=CC(N1CC1=CC=C(C=C1)OC)=O